COC=1C=2N(C=C(C1)C=1C=NN(C1C)[C@H]1CN[C@H](C1)C)N=CC2C#N 4-Methoxy-6-(5-methyl-1-((3R,5S)-5-methylpyrrolidin-3-yl)-1H-pyrazol-4-yl)pyrazolo[1,5-a]pyridine-3-carbonitrile